C1C[NH2+]C(C2=CC=CC=C21)CC3=CC=CC=C3 The molecule is the conjugate acid of 1-benzyl-1,2,3,4-tetrahydroisoquinoline arising from protonation of the amino group; major species at pH 7.3. It is a conjugate acid of a (RS)-1-benzyl-1,2,3,4-tetrahydroisoquinoline.